O=C1C(=CC(C2=CC=CC=C12)=O)NC=1C=C(C=CC1)C1=C(C(=O)N)C=CC(=C1F)[N+](=O)[O-] (3-((1,4-dioxo-1,4-dihydronaphthalen-2-yl)amino)phenyl)-3-fluoro-4-nitrobenzamide